4-chloro-2-cyclopropyl-7-(trifluoromethyl)-3H-imidazo[4,5-c]pyridine ClC1=NC=C(C2=C1NC(=N2)C2CC2)C(F)(F)F